N-[5-[[2-bromo-6-chloro-4-[2,2,2-trifluoro-1-hydroxy-1-(trifluoromethyl)-ethyl]phenyl]carbamoyl]-2-cyano-phenyl]-4-cyano-2-methyl-benzamide BrC1=C(C(=CC(=C1)C(C(F)(F)F)(C(F)(F)F)O)Cl)NC(=O)C=1C=CC(=C(C1)NC(C1=C(C=C(C=C1)C#N)C)=O)C#N